5-chloro-4-iodo-1H-pyrrolo[2,3-b]pyridine ClC=1C(=C2C(=NC1)NC=C2)I